2-(2-chlorophenyl)N-(1-(2-fluoro-4-methoxybenzyl)-4-sulfamoyl-1H-indazol-6-yl)acetamide ClC1=C(C=CC=C1)CC(=O)NC1=CC(=C2C=NN(C2=C1)CC1=C(C=C(C=C1)OC)F)S(N)(=O)=O